2-methoxy-7,11-dimethylene-6,7,8,9-tetrahydro-5H-5,9-propanobenzo[7]annulene COC=1C=CC2=C(C3CC(CC2CC(C3)=C)=C)C1